OCCN(C1=CC=C(C=C1)/C=C/C(=O)C1=CC=C(C=C1)NC(CCCCCC)=O)C N-[4-[(E)-3-[4-[2-Hydroxyethyl(methyl)amino]phenyl]prop-2-enoyl]phenyl]heptanamide